O(C=1C(C(=C(N(C1)CC(CCCC)CC)C#N)O)=O)C=1C(C(=C(N(C1)CC(CCCC)CC)C#N)O)=O 5,5'-oxybis(N-(2-ethylhexyl)-2-cyano-3-hydroxypyridin-4-one)